FC1=C(C=CC(=C1)C(F)(F)F)COC1CN(C1)C(=O)N1CC(CC1)N1C(OCC1)=O (-)-[1-[3-[[2-Fluoro-4-(trifluoromethyl)phenyl]methoxy]azetidine-1-carbonyl]pyrrolidin-3-yl]oxazolidin-2-one